trans-tert-butyl-(3-aminocyclopentyl) carbamate C(N)(O[C@@]1(C[C@H](CC1)N)C(C)(C)C)=O